FC=1C=C(C=CC1OC)[C@H](CC(=O)OCC)N1C(C(C1)CCCC(C)=O)=O Ethyl (3S)-3-(3-fluoro-4-methoxyphenyl)-3-(2-oxo-3-(4-oxopentyl)azetidin-1-yl)propanoate